FC(C=1C=C(C=C(C1)N)C1=CC(=CC(=C1)N)C(F)(F)F)(F)F 3,3'-bistrifluoromethyl-5,5'-diaminobiphenyl